2-[4-({N-[(4-methoxyphenyl)methyl]carbamoyl}amino)phenyl]-N-(pyrimidin-4-ylmethyl)acetamide COC1=CC=C(C=C1)CNC(=O)NC1=CC=C(C=C1)CC(=O)NCC1=NC=NC=C1